{2-ethyl-4-[(7-{8-methyl-1H,2H,3H-pyrido[2,3-b][1,4]oxazin-7-yl}-5H,6H,7H,8H-pyrido[3,4-d]pyrimidin-2-yl)amino]phenyl}piperidin-4-ol C(C)C1=C(C=CC(=C1)NC=1N=CC2=C(N1)CN(CC2)C2=C(C1=C(OCCN1)N=C2)C)N2CCC(CC2)O